Isohexyl Laurate C(CCCCCCCCCCC)(=O)OCCCC(C)C